CS(=O)(=O)N1CCN(CC1)C(=O)[C@@H]1CN([C@H](O1)C(F)(F)F)C1=CC(=C(C#N)C=C1)C(F)(F)F 4-((2R,5S)-5-(4-(Methylsulfonyl)piperazin-1-carbonyl)-2-(trifluoromethyl)oxazolidin-3-yl)-2-(trifluoromethyl)benzonitril